8-[(4-bromo-2-methoxyphenyl)amino]-1-methyl-4,5-dihydro-1H-pyrazolo[4,3-H]quinazoline-3-carboxamide BrC1=CC(=C(C=C1)NC1=NC=2C3=C(CCC2C=N1)C(=NN3C)C(=O)N)OC